CCCCCC(=O)OCC(=O)[C@]1(CC[C@@H]2[C@@]1(C[C@@H]([C@H]3[C@H]2CCC4=CC(=O)CC[C@]34C)O)C)O The molecule is the 21-O-hexanoyl derivative of hydrocortisone. It is a cortisol ester, a glucocorticoid, a 17alpha-hydroxy steroid, an 11beta-hydroxy steroid, a 20-oxo steroid, a hexanoate ester, a 3-oxo-Delta(4) steroid and a tertiary alpha-hydroxy ketone. It derives from a cortisol. It derives from a hydride of a pregnane.